2-(2-Oxo-1,2-Dihydro-Pyridin-3-Yl)-1h-Benzoimidazole O=C1NC=CC=C1C1=NC2=C(N1)C=CC=C2